2-(2,4-difluorophenyl)-N-(3-fluoro-4-(oxazol-5-yl)phenyl)acetamide FC1=C(C=CC(=C1)F)CC(=O)NC1=CC(=C(C=C1)C1=CN=CO1)F